OC1=C(C=CC(=C1)C(F)(F)F)B(O)O [2-hydroxy-4-(trifluoromethyl)phenyl]boronic acid